[Zr+4].CN(CC(C)([O-])C)C.CN(C)CC(C)([O-])C.CN(C)CC(C)([O-])C.CN(C)CC(C)([O-])C [1-(dimethylamino)-2-methyl-2-propanolate] zirconium